The molecule is a wax ester obtained by the formal condensation of oleic acid and oleyl alcohol. It derives from an oleic acid and a (9Z)-octadecen-1-ol. CCCCCCCC/C=C\\CCCCCCCCOC(=O)CCCCCCC/C=C\\CCCCCCCC